ClC=1C=CC(=C(C1)C1=CC(=CN=N1)NC1=CC=NC2=CC(=CC=C12)OCCN1CCN(CC1)CCNC(OC)=O)F methyl N-[2-(4-{2-[(4-{[6-(5-chloro-2-fluorophenyl)pyridazin-4-yl]amino}quinolin-7-yl)-oxy]ethyl}piperazin-1-yl)eth-yl]carbamate